NC1=C(C(N(C(=N1)N1CCC2([C@@H]([C@@H](OC2)C)N)CC1)C)=O)SC1=C(C(=NC=C1)C)Cl 6-amino-2-((3S,4S)-4-amino-3-methyl-2-oxa-8-azaspiro[4.5]decan-8-yl)-5-((3-chloro-2-methylpyridin-4-yl)thio)-3-methylpyrimidin-4(3H)-one